5-[[1-(oxetan-3-yl)-4-piperidyl]oxy]-1H-benzimidazole O1CC(C1)N1CCC(CC1)OC1=CC2=C(NC=N2)C=C1